CC1=C(C=CC(=C1)C)C1=NC(=NC(=N1)C1=C(C=C(C=C1)C)C)C1=C(C=C(C(=C1)C(C)C)OCC(COCCCCCCCC)O)O 2,4-bis(2,4-dimethylphenyl)-6-[2-hydroxy-4-(3-octyloxy-2-hydroxypropoxy)-5-α-isopropylphenyl]-s-triazine